N1(CCC1)CC(C(=O)N[C@@H](C(F)F)C1=CC=C(C=C1)F)CC 2-(azetidin-1-ylmethyl)-N-((R)-2,2-difluoro-1-(4-fluorophenyl)ethyl)butanamide